((3-(2-(4-Carboxyphenyl)acetamido)-5-(trifluoromethyl)phenyl)carbamoyl)(3-((1R,4R)-4-((dimethylamino)methyl)cyclohexyl)-1,2,3-oxadiazol-3-ium-5-yl)amide C(=O)(O)C1=CC=C(C=C1)CC(=O)NC=1C=C(C=C(C1)C(F)(F)F)NC(=O)[N-]C1=C[N+](=NO1)C1CCC(CC1)CN(C)C